NC([C@H](C[C@H]1C(NCC1)=O)NC(=O)[C@@H]1[C@H]2C([C@H]2CN1C([C@H](C1CC1)NC(=O)C1CC1)=O)(C)C)=O (1r,2S,5S)-N-((S)-1-amino-1-oxo-3-((S)-2-oxopyrrolidin-3-yl)propan-2-yl)-3-((S)-2-(cyclopropanecarboxamido)-2-cyclopropylacetyl)-6,6-dimethyl-3-azabicyclo[3.1.0]-hexane-2-carboxamide